tert-Butyl(4-(hydroxymethyl)-1-methyl-1H-pyrazol-3-yl)carbamate C(C)(C)(C)OC(NC1=NN(C=C1CO)C)=O